Hexenyl-3-Trans-Acetate C(=CCCCC)CC(=O)[O-]